BrC=1C=C2C(=NC=NC2=CC1)N[C@H](C)C1=C(C(=CC=C1)C(F)F)F (R)-6-bromo-N-(1-(3-(difluoromethyl)-2-fluorophenyl)ethyl)quinazoline-4-amine